C(C)(C)(C)OC(CN1C(C2=CC(=CC=C2CC1)C1=NC(=NC=C1Cl)NC1CCOCC1)=O)=O 2-(7-{5-chloro-2-[(oxacyclohex-4-yl)amino]pyrimidin-4-yl}-1-oxo-1,2,3,4-tetrahydroisoquinolin-2-yl)acetic acid tert-butyl ester